FC1=C(OCC(C)O)C(=CC=C1)F 1-(2,6-difluorophenoxy)propan-2-ol